C(C)C=1C(=C(C(C(=O)N)=CC1)C(=O)O)C1=CC=CC=C1 ethyl-phenyl-phthalic acid monoamide